5-(3-tert-butylamino-2-hydroxypropoxy)-3,4-dihydro-2(1H)-quinolone Hydrochloride Cl.C(C)(C)(C)NCC(COC1=C2CCC(NC2=CC=C1)=O)O